COC1=NC=C(C=C1NS(=O)(=O)C1=C(C=NC=C1)C)C=1C=C2C(=NC=NC2=CC1)N1CCN(CC1)C(\C=C\C(C)=O)=O (E)-N-(2-methoxy-5-(4-(4-(4-oxopent-2-enoyl)piperazin-1-yl)quinazolin-6-yl)pyridin-3-yl)-3-methyl-pyridine-4-sulfonamide